3-((5-(5-(difluoromethyl)-1,3,4-oxadiazole-2-yl)pyridine-2-yl)methyl)-6-(pyridine-3-yl)benzo[d]thiazole-2(3H)-one FC(C1=NN=C(O1)C=1C=CC(=NC1)CN1C(SC2=C1C=CC(=C2)C=2C=NC=CC2)=O)F